FC1=CC(=C(C=C1)N1CN(C(C2=CC=C(C=C12)C(F)(F)F)=O)C1=CC(=NC(=C1)C)OC)C 1-(4-fluoro-2-methylphenyl)-3-(2-methoxy-6-methylpyridin-4-yl)-7-(trifluoromethyl)-2,3-dihydroquinazolin-4(1H)-one